sodium methylenebissulfonate C(S(=O)(=O)[O-])S(=O)(=O)[O-].[Na+].[Na+]